[Si](C)(C)(C(C)(C)C)OCCN1C(C2=C(C=3N=CC(=CC3N2C[C@@H]1C)F)C1=CC(=C(C=C1)F)F)=O (12S)-11-[2-[tert-butyl(dimethyl)silyl]oxyethyl]-8-(3,4-difluorophenyl)-4-fluoro-12-methyl-1,6,11-triazatricyclo[7.4.0.02,7]trideca-2(7),3,5,8-tetraen-10-one